CC1=NC(=NO1)C1CCNCC1 5-methyl-3-(4-piperidinyl)-1,2,4-oxadiazole